C1C(CCC2CCCCC12)OC(=O)C1=C(C=2C(C3=CC=CC=C3C(C2C(=C1)N)=O)=O)N 1,4-diaminoanthraquinone-2-carboxylic acid decahydro-2-naphthyl ester